2-(4-bromo-2,3-dihydrospiro[inden-1,4'-piperidin]-1'-yl)acetic acid tert-butyl ester C(C)(C)(C)OC(CN1CCC2(CC1)CCC1=C(C=CC=C12)Br)=O